cis-2-hydroxypenta-2,4-dienoic acid C=C/C=C(\C(=O)O)/O